SC1=NN=NN1 5-mercapto-1,2,3,4-tetrazole